N-(5-(2,6-dioxopiperidin-3-ylamino)-2-fluorophenyl)propanamide O=C1NC(CCC1NC=1C=CC(=C(C1)NC(CC)=O)F)=O